2-(8-((2S,5R)-2,5-diethyl-4-(1-(6-(2-hydroxypropan-2-yl)pyridin-3-yl)ethyl)piperazin-1-yl)-5-methyl-6-oxo-5,6-dihydroimidazo[1,2-b]pyridazin-2-yl)acetonitrile C(C)[C@@H]1N(C[C@H](N(C1)C(C)C=1C=NC(=CC1)C(C)(C)O)CC)C=1C=2N(N(C(C1)=O)C)C=C(N2)CC#N